ClC=1C=C(C=CC1OC(F)F)NC(=O)N1[C@H]2CC[C@@H]1CC=1C(=NC=CC12)F (5S,8R)-N-(3-chloro-4-(difluoromethoxy)phenyl)-1-fluoro-6,7,8,9-tetrahydro-5H-5,8-epiminocyclohepta[c]pyridine-10-carboxamide